C(C1=CC=CC=C1)(=O)C1=CC(=CC=2N1C=CN2)C(=O)NCC 5-benzoyl-N-ethylimidazo[1,2-a]pyridine-7-carboxamide